triazolo[1,5-a]pyridin-7-ylmethanol N1=NC=C2N1C(=CC=C2)CO